2-(6-bromo-4-methyl-1-((2-(trimethylsilyl)ethoxy)methyl)-1H-indazol-3-yl)-4,6-dihydropyrrolo[3,4-d]imidazole-5(1H)-carboxylic acid tert-butyl ester C(C)(C)(C)OC(=O)N1CC=2NC(=NC2C1)C1=NN(C2=CC(=CC(=C12)C)Br)COCC[Si](C)(C)C